The molecule is a hydroxycoumarin that is coumarin in which the hydrogen at position 4 is replaced by a hydroxy group. It is a conjugate acid of a 4-hydroxycoumarin(1-). C1=CC=C2C(=C1)C(=CC(=O)O2)O